benzyl-N-(tert-butoxycarbonyl)-N-methyl-D-alanine C(C1=CC=CC=C1)[C@@](N(C)C(=O)OC(C)(C)C)(C)C(=O)O